(R or S)-7-(4-(1-methyl-1H-pyrazol-4-yl)phenyl)-2-(1,1,1-trifluoro-3-hydroxy-3-methylbutan-2-yl)isoindolin-1-one CN1N=CC(=C1)C1=CC=C(C=C1)C=1C=CC=C2CN(C(C12)=O)[C@@H](C(F)(F)F)C(C)(C)O |o1:22|